[2H]C([2H])([2H])NC(=O)C1=[N+](C=CC=C1)[O-] 2-(N-1',1',1'-trideuteriomethylcarbamoyl)pyridine-1-oxide